FC1=CC=C(CNC)C=C1 p-fluoro-N-benzylmethylamine